2-(4-aminopiperidin-1-yl)-4-(4-cyano-3-fluorophenyl)-5-(3-hydroxy-4-(trifluoromethyl)phenyl)nicotinonitrile hydrochloride Cl.NC1CCN(CC1)C1=C(C#N)C(=C(C=N1)C1=CC(=C(C=C1)C(F)(F)F)O)C1=CC(=C(C=C1)C#N)F